ClC=1C=C(C=CC1F)NC1=NC=NC2=CC(=C(C=C12)OC1CCN(CC1)S(=O)(=O)C)OCC 4-[(3-chloro-4-fluoro-phenyl)amino]-6-(1-methanesulfonyl-piperidin-4-yloxy)-7-ethoxy-quinazoline